NC1=CC2=C(CCN(CC2)C(C(F)(F)F)=O)C=C1 1-(7-Amino-1,2,4,5-tetrahydro-3H-benzo[d]azepin-3-yl)-2,2,2-trifluoroethane-1-one